(2S,3S)-1-((S)-tert-butylsulfinyl)-3-phenylazetidine-2-carboxylic acid ethyl ester C(C)OC(=O)[C@H]1N(C[C@@H]1C1=CC=CC=C1)[S@@](=O)C(C)(C)C